C(CCCCCCC\C=C/CCCCCCCC)(=O)O[C@H](CO)COP(=O)(O)OCCN 2-oleoyl-sn-glycero-3-phosphoethanolamine